C(C)(C)C(CO)CCCCC 2s-propyl-heptanol